5-fluoro-3-hydroxy-3-methyl-2-oxoindoline FC=1C=C2C(C(NC2=CC1)=O)(C)O